CN1C(N(C=C1)C)C=1CC(C=CC1)=O 1,3-dimethyl-2-(3-oxo-phenyl)-imidazole